4-cyclopropyl-2-(1-ethoxyvinyl)nicotinate C1(CC1)C1=CC=NC(=C1C(=O)[O-])C(=C)OCC